N[C@H](CC1=C(C=2N=C(N=C(C2S1)NCC=1SC=C(N1)F)Cl)C)C 6-[(2S)-2-aminopropyl]-2-chloro-N-[(4-fluorothiazol-2-yl)methyl]-7-methyl-thieno[3,2-d]pyrimidin-4-amine